NN1C(N(C2=CC=C(C=C2C1=O)S(=O)(=O)NC1(CC1)C)C)=O 3-amino-1-methyl-N-(1-methylcyclopropyl)-2,4-dioxo-1,2,3,4-tetrahydroquinazoline-6-sulfonamide